C1(CC1)C=1C(=CC=2N(N1)C(=CN2)C2=NC(=C(C=C2F)F)N[C@H]2CNCCC2)O (R)-6-cyclopropyl-3-(3,5-difluoro-6-(piperidin-3-ylamino)pyridin-2-yl)imidazo[1,2-b]pyridazin-7-ol